C(C)(=O)C1=NN(C2=CC=C(C=C12)C=1C=NC(=NC1)N)CC(=O)N1[C@@H]2C[C@@]2(C[C@H]1C(=O)NC1=NC(=CC=C1C)Br)C (1R,3S,5R)-2-(2-(3-acetyl-5-(2-aminopyrimidin-5-yl)-1H-indazol-1-yl)acetyl)-N-(6-bromo-3-methylpyridin-2-yl)-5-methyl-2-azabicyclo[3.1.0]hexane-3-carboxamide